1-[8-amino-7-fluoro-6-(4-methyl-3-pyridinyl)-3-isoquinolinyl]-3-methyl-urea NC=1C(=C(C=C2C=C(N=CC12)NC(=O)NC)C=1C=NC=CC1C)F